(±)-N-(4,5-dichloro-2-cyanophenyl)-1-fluoro-6,7,8,9-tetrahydro-5H-5,8-epiminocyclohepta[c]-pyridine-10-carboxamide ClC1=CC(=C(C=C1Cl)NC(=O)N1C2CCC1CC=1C(=NC=CC12)F)C#N